ClC=1C=C(CN2N=CC=3C2=NC=NC3NC3=CC2=C(NC(N2)=O)C=C3)C=C(C1)F 5-((1-(3-chloro-5-fluorobenzyl)-1H-pyrazolo[3,4-d]pyrimidin-4-yl)amino)1,3-dihydro-2H-benzo[d]imidazol-2-one